CN1C=NC2=C1C=C(C=C2C(=O)OC)CN2C[C@H](CCC2)C methyl (S)-1-methyl-6-((3-methylpiperidin-1-yl) methyl)-1H-benzo[d]imidazole-4-carboxylate